NC1=C(NC[C@@H](C)O)C=CC(=C1)[N+](=O)[O-] (R)-1-(2-amino-4-nitro-anilino)propan-2-ol